7-(4,4-difluoropiperidin-3-yl)-3,5-dihydrofuro[3,4-c]pyridin-4(1H)-one FC1(C(CNCC1)C=1C2=C(C(NC1)=O)COC2)F